1-[(6-{6,6-Difluoro-3-azabicyclo[3.1.0]hex-3-yl}pyridin-3-yl)methyl]-1H-pyrazole-4-carboxylic acid trifluoroacetate salt FC(C(=O)O)(F)F.FC1(C2CN(CC12)C1=CC=C(C=N1)CN1N=CC(=C1)C(=O)O)F